5-Ethyl-N4-(3-[N-(1,1-dimethylethyl)sulfamoyl]phenyl)-N2-[4-(4-methylpiperazin-1-yl)phenyl]pyrimidine-2,4-diamine C(C)C=1C(=NC(=NC1)NC1=CC=C(C=C1)N1CCN(CC1)C)NC1=CC(=CC=C1)S(NC(C)(C)C)(=O)=O